C(C=C)C1=CC(=C(OC(C(O[C@@H]2[C@H](CC[C@@H](C2)C)C(C)C)C2=CC(=C(C=C2)O)OC)C)C(=C1)OC)OC 4-(2-(4-allyl-2,6-dimethoxyphenoxy)-1-(((1S,2R,5S)-2-isopropyl-5-methylcyclohexyl)oxy)propyl)-2-methoxyphenol